FC1=CC2=C(SC(=C2CCNC2=CC=NC=N2)C)C(=C1)C 6-[2-(5-fluoro-2,7-dimethyl-benzo[b]thiophen-3-yl)-ethylamino]-pyrimidin